(2S)-2-(9H-fluoren-9-ylmethoxycarbonylamino)-3-hydroxy-propanoic acid C1=CC=CC=2C3=CC=CC=C3C(C12)COC(=O)N[C@H](C(=O)O)CO